4-(8-(((cis)-4-(pyrimidin-2-yloxy)cyclohexyl)oxy)-quinoxalin-6-yl)morpholine N1=C(N=CC=C1)O[C@H]1CC[C@H](CC1)OC=1C=C(C=C2N=CC=NC12)N1CCOCC1